4-amino-N-(5-bromo-2,3-dihydro-1H-pyrrolo[3,2-b]pyridin-1-yl)-7-fluoro-N,1-dimethyl-1H-pyrazolo[4,3-c]quinoline-8-carboxamide NC1=NC=2C=C(C(=CC2C2=C1C=NN2C)C(=O)N(C)N2CCC1=NC(=CC=C12)Br)F